sodium ethanolate monohydrate O.C(C)[O-].[Na+]